3-(1H-imidazol-1-yl)phenol N1(C=NC=C1)C=1C=C(C=CC1)O